N-(2'-(4-hydroxypiperidin-1-yl)-[4,4'-bipyridyl]-2-yl)cinnamamide cis-tert-butyl-(2R,6S)-4-(8-bromo-2,3-dimethylquinoxalin-5-yl)-2,6-dimethylpiperazine-1-carboxylate C(C)(C)(C)OC(=O)N1[C@@H](CN(C[C@@H]1C)C1=C2N=C(C(=NC2=C(C=C1)Br)C)C)C.OC1CCN(CC1)C1=NC=CC(=C1)C1=CC(=NC=C1)NC(C=CC1=CC=CC=C1)=O